O1COC2=C1C=CC(=C2)N(C(C2=CC(=CC=C2)N2N=C(C1=C2C[C@H]2CC[C@@H]1N2C(C(C)(C)C)=O)C(F)(F)F)=O)C |o1:23,26| (4S,7R)- or (4R,7S)-N-(benzo[d][1,3]dioxol-5-yl)-N-methyl-3-[(9-pivaloyl-3-(trifluoromethyl)-5,6,7,8-tetrahydro-4,7-epiminocyclohepta[c]pyrazol-1(4H)-yl)]benzamide